BrC=1C=C(OCC(=O)O)C=C(C1CC1=C(C(=C(C=C1)O)C(C)C)F)Cl 2-(3-bromo-5-chloro-4-(2-fluoro-4-hydroxy-3-isopropylbenzyl)phenoxy)acetic acid